C(C)C(CCCCC)OC(CC)=O propionic acid ethylhexyl ester